Butyl 23,26-dioxo-26-((5-sulfamoyl-1,3,4-thiadiazol-2-yl)amino)-4,7,10,13,16,19-hexaoxa-22-azahexacosanoate O=C(NCCOCCOCCOCCOCCOCCOCCC(=O)OCCCC)CCC(NC=1SC(=NN1)S(N)(=O)=O)=O